CC1(C(C(=O)OC)C=CC=C1CC)B1OC(CO1)(C)C methyl (2-methyl)-2-(5,5-dimethyl-1,3,2-dioxaborolan-2-yl)-3-ethyl-benzoate